NC1=NNC(C2=C1N(C(N2C2CC(C2)(F)F)=O)C2=CC=C(CNC(C1=C(C=CC(=C1)F)OC)=O)C=C2)=O N-(4-(7-amino-3-(3,3-difluorocyclobutyl)-2,4-dioxo-2,3,4,5-tetrahydro-1H-imidazo[4,5-d]pyridazin-1-yl)benzyl)-5-fluoro-2-methoxybenzamide